(5-bromo-2-fluorophenyl)({5-[2-(dimethylamino)ethyl]-2-oxo-4-(trifluoromethyl)pyridin-1-yl})acetic acid BrC=1C=CC(=C(C1)C(C(=O)O)N1C(C=C(C(=C1)CCN(C)C)C(F)(F)F)=O)F